C(#N)C=1C=CC(=C(C1)CC[N+](C)(C)C)[C@@H]1C(=C(N(C=2N1C(NN2)=O)C2=CC(=CC=C2)C(F)(F)F)C)C(=O)OC (2-{5-cyano-2-[(R)-6-methoxycarbonyl-7-methyl-3-oxo-8-(3-trifluoromethyl-phenyl)-2,3,5,8-tetrahydro-[1,2,4]triazolo[4,3-a]pyrimidin-5-yl]-phenyl}-ethyl)-trimethylammonium